(3-(4'-Chloro-1',2'-dihydrospiro[cyclopropane-1,3'-pyrrolo[2,3-b]pyridin]-5'-yl)-2-fluorophenyl)(3-hydroxyazetidin-1-yl)methanone ClC1=C2C(=NC=C1C=1C(=C(C=CC1)C(=O)N1CC(C1)O)F)NCC21CC1